C(C)(C)[C@H]1CC[C@H](N1C(=O)C1=CC=C(C=C1)C1=C(C=CC=C1)OC)C(=O)O (2S,5R)-5-isopropyl-1-(2'-methoxy-[1,1'-biphenyl]-4-carbonyl)pyrrolidine-2-carboxylic acid